2-(3-chloro-5-fluorophenyl)-N-((2S)-1-oxo-1-(((2S)-5,5,5-trifluoro-1-hydroxyl-(thiazol-2-yl)pentan-2-yl)amino)propan-2-yl)thiazole-5-carboxamide ClC=1C=C(C=C(C1)F)C=1SC(=CN1)C(=O)N[C@H](C(N[C@H](C(O)C=1SC=CN1)CCC(F)(F)F)=O)C